O[C@H](C(=O)NCCC1=CC=C(C=C1)OCC)C (S)-2-hydroxyl-N-(4-Ethoxyphenethyl)propionamide